C(CC)(=O)[O-].[Li+] lithium propanoate